OCCNC(=O)C1=CC=CN2C1=NC=1C3=C(C=CC1C2=O)C=CC=C3 N-(2-hydroxyethyl)-7-oxo-7H-benzo[h]pyrido[2,1-b]quinazoline-12-carboxamide